O=C1OC2=CC=C(C=C2C2=C1C=CC=C2)NC(=O)C2=C(C=CC=C2)C=2C(=CC=CC2)C(=O)O 2'-((6-oxo-6H-benzo[c]chromen-2-yl)carbamoyl)-[1,1'-biphenyl]-2-carboxylic acid